IC1=C(C=C(C(=C1)C)C)N(C1=NC(=CC(=N1)C)C)C1=CC=CC=C1 N-(2-iodo-4,5-dimethylphenyl)-4,6-dimethyl-N-phenylpyrimidin-2-amine